tris(bis(3,5-dimethylphenyl)phosphinomethyl)ethane CC=1C=C(C=C(C1)C)P(C1=CC(=CC(=C1)C)C)CC(C)(CP(C1=CC(=CC(=C1)C)C)C1=CC(=CC(=C1)C)C)CP(C1=CC(=CC(=C1)C)C)C1=CC(=CC(=C1)C)C